Cl.Cl.N(=NC(C(=N)N)(C)C)C(C(=N)N)(C)C 2,2'-azobis(2-methylpropionamidine), Dihydrochloride